5-(3-chlorophenyl)-N-(3-methoxybenzyl)-7H-pyrrolo[2,3-d]pyrimidin-4-amine ClC=1C=C(C=CC1)C1=CNC=2N=CN=C(C21)NCC2=CC(=CC=C2)OC